C(#CC)C=1C(=NC(NN1)=O)N 5-propynyl-azacytosine